Triphenyl-(3-tetrahydropyran-2-oxypropyl)phosphonium bromide [Br-].C1(=CC=CC=C1)[P+](CCCOC1OCCCC1)(C1=CC=CC=C1)C1=CC=CC=C1